[2-(3-Cyano-6,6-dimethyl-11-oxo-6,11-dihydro-5H-benzo[b]carbazol-8-yloxy)-ethyl]-urea C(#N)C1=CC=C2C=3C(C4=C(C(C3NC2=C1)(C)C)C=C(C=C4)OCCNC(=O)N)=O